N-phenylpyridin C1(=CC=CC=C1)N1CC=CC=C1